C(C1CO1)OC(C[Si](OCC)(OCC)OCC)C β-glycidoxypropyltriethoxySilane